1,3,5-tri(bromomethylene)benzene BrC=C1CC(CC(C1)=CBr)=CBr